ClC1=C2C=C(C=NC2=NC(=C1)C1=CC2=CN(N=C2C=C1)C)N1C[C@H](N([C@H](C1)C)C(=O)OC(C)(C)C)C tert-butyl (2R,6S)-4-[5-chloro-7-(2-methylindazol-5-yl)-1,8-naphthyridin-3-yl]-2,6-dimethylpiperazine-1-carboxylate